C(C)(C)(C)[S@@](=O)N[C@H](C1(CCC1)C(=O)OCC)C=1SC=CC1 Ethyl 1-((R)-(((R)-tert-butylsulfinyl)amino)(thiophen-2-yl)methyl)cyclobutane-1-carboxylate